NC1=C(C=CC(=C1)F)NC(C1=CC=C(C=C1)CN1C2=NC(=NC(=C2N=C1)Cl)Cl)=O N-(2-amino-4-fluoro-phenyl)-4-(2,6-dichloro-purin-9-ylmethyl)-benzamide